5-(bromo-methyl)-2-(trifluoro-methyl)pyrimidine BrCC=1C=NC(=NC1)C(F)(F)F